BrC=1C=NN2C1N=C(N=C2NCC=2NC(=CN2)C=2C=NC=CC2)N2CCOCC2 8-bromo-2-(morpholin-4-yl)-N-{[5-(pyridin-3-yl)-1H-imidazol-2-yl]methyl}pyrazolo[1,5-a][1,3,5]triazin-4-amine